ClC=1C=C(C=CC1C#N)N1CCC(CC1)C(=O)NC1=NC=C(C=C1)OC1CCN(CC1)CC1CCN(CC1)C1=C(C=C(C=C1)N[C@@H]1C(NC(CC1)=O)=O)F (S)-1-(3-chloro-4-cyanophenyl)-N-(5-((1-((1-(4-((2,6-dioxopiperidin-3-yl)amino)-2-fluorophenyl)piperidin-4-yl)methyl)piperidin-4-yl)oxy)pyridin-2-yl)piperidine-4-carboxamide